Methyl 2-[3,5-dichloro-4-[(E)-7-[2,6-dichloro-4-(3-methoxy-3-oxo-propyl)phenoxy]hept-4-enyl]phenyl]-1,3-benzoxazole-6-carboxylate ClC=1C=C(C=C(C1CCC\C=C\CCOC1=C(C=C(C=C1Cl)CCC(=O)OC)Cl)Cl)C=1OC2=C(N1)C=CC(=C2)C(=O)OC